FC=1C=C(COC(=O)NCC2=C(N=NN2C)C2=CC=C(C(=N2)C)O[C@@H]2C[C@H](CCC2)C(=O)O)C=CC1 (1S,3S)-3-((6-(5-(((((3-fluoro-benzyl)oxy)carbonyl)amino)methyl)-1-methyl-1H-1,2,3-triazol-4-yl)-2-methylpyridin-3-yl)oxy)cyclohexane-1-carboxylic acid